O1C(=CC=C1)C=CC(C=CC=1OC=CC1)=O 1,5-bis-(2-furyl)-1,4-pentadiene-3-one